C(C)(C)(C)C1CCN(CC1)C(=O)NC1=CC(=C(C=C1)C=1C=NC=C(C1)OC)C=1N=NNN1 4-(tert-butyl)-N-(4-(5-methoxypyrid-3-yl)-3-(2H-tetrazol-5-yl)phenyl)piperidine-1-carboxamide